2-(isoindolin-2-ylmethyl)-5-(((1R,5S,6r)-3-(methylsulfonyl)-3-azabicyclo[3.1.0]hexan-6-yl)methoxy)-4H-pyran-4-one C1N(CC2=CC=CC=C12)CC=1OC=C(C(C1)=O)OCC1[C@H]2CN(C[C@@H]12)S(=O)(=O)C